FC(C(=O)O)(F)F.C(C=C)C1=CC=CC(=N1)OC[C@]12C[C@H](N[C@@H]2C1)C(=O)NC1=NC(=CC=C1C)Br (1R,3S,5S)-5-(((6-Allylpyridin-2-yl)oxy)methyl)-N-(6-bromo-3-methylpyridin-2-yl)-2-azabicyclo[3.1.0]hexane-3-carboxamide Trifluoroacetic Acid Salt